(1S,3S)-3-((2-cyclopropyl-6-(1-methyl-5-(((methyl(3,3,3-trifluoropropyl)carbamoyl)oxy)methyl)-1H-1,2,3-triazol-4-yl)pyridin-3-yl)oxy)cyclohexane-1-carboxylic acid methyl ester COC(=O)[C@@H]1C[C@H](CCC1)OC=1C(=NC(=CC1)C=1N=NN(C1COC(N(CCC(F)(F)F)C)=O)C)C1CC1